5-chloro-N-(2-fluoro-3-(8-methyl-2-(methylamino)-7-oxo-7,8-dihydropyrido[2,3-d]pyrimidin-6-yl)phenyl)-2-methoxypyridine-3-sulfonamide ClC=1C=C(C(=NC1)OC)S(=O)(=O)NC1=C(C(=CC=C1)C1=CC2=C(N=C(N=C2)NC)N(C1=O)C)F